(S)-6-(methoxymethyl)-2-(2-((4-(trifluoromethyl)phenyl)amino)pyridin-3-yl)-6,7-dihydropyrazolo[1,5-a]pyrazin-4(5H)-one COC[C@H]1NC(C=2N(C1)N=C(C2)C=2C(=NC=CC2)NC2=CC=C(C=C2)C(F)(F)F)=O